2-[(2R)-2-[(2-chlorophenyl)methyl]azepan-1-yl]-4-morpholino-1H-pyrimidin-6-one ClC1=C(C=CC=C1)C[C@@H]1N(CCCCC1)C=1NC(C=C(N1)N1CCOCC1)=O